(R)-N-((S)-(3-fluoro-4-(1-methylcyclopropyl)phenyl)(phenyl)methyl)-2-methylpropane-2-sulfinamide FC=1C=C(C=CC1C1(CC1)C)[C@@H](N[S@](=O)C(C)(C)C)C1=CC=CC=C1